C(CCCCCCC\C=C/C\C=C/CCCCC)(=O)OCCCCCCCCCCCCCCCCCCCCCCCCCCCCCCCCCCC(=O)O 35-linoleoyloxy-pentatriacontanoic acid